S1C(=NC=C1)N1CCNCC1 1-(2-thiazolyl)piperazine